(S)-2-(4-(3-chloro-4-((3,5-difluoropyridin-2-yl)methoxy)-5',6-dimethyl-2-oxo-2H-[1,4'-bipyridin]-2'-yl)thiazol-2-yl)-2-methylpropanamide ClC=1C(N(C(=CC1OCC1=NC=C(C=C1F)F)C)C1=CC(=NC=C1C)C=1N=C(SC1)C(C(=O)N)(C)C)=O